(3S,4S)-4-methyltetrahydrofuran-3-yl acetate C(C)(=O)O[C@@H]1COC[C@@H]1C